3-[(aminoiminomethyl)thio]pentanoic acid NN=CSC(CC(=O)O)CC